(1aR,5aR)-2-(5-Cyano-pyridin-3-yl)-1a,2,5,5a-tetrahydro-1H-2,3-diaza-cyclopropa[a]pentalene-4-carboxylic acid (2-hydroxy-1,1-dimethyl-ethyl)-amide OCC(C)(C)NC(=O)C=1C=2C[C@@H]3[C@H](C2N(N1)C=1C=NC=C(C1)C#N)C3